N-(2-(cyclohexylmethoxy)-4-(4,4,5,5-tetramethyl-1,3,2-dioxaborolan-2-yl)phenyl)-1,1-difluoromethanesulfonamide C1(CCCCC1)COC1=C(C=CC(=C1)B1OC(C(O1)(C)C)(C)C)NS(=O)(=O)C(F)F